2-amino-5-{7-chloro-2-[(1S)-1-cyclopropylethyl]-1-oxo-2,3-dihydro-1H-isoindol-5-yl}-N-[(2R)-1-hydroxyprop-2-yl]pyrazolo[1,5-a]pyrimidine-3-carboxamide NC1=NN2C(N=C(C=C2)C=2C=C3CN(C(C3=C(C2)Cl)=O)[C@@H](C)C2CC2)=C1C(=O)N[C@@H](CO)C